5-bromo-1-(3-fluoro-4-methylbenzyl)-4-(pyrrolidin-1-ylmethyl)-1,3-dihydro-2H-benzo[b]azepin-2-one BrC=1C2=C(N(C(CC1CN1CCCC1)=O)CC1=CC(=C(C=C1)C)F)C=CC=C2